BrC=1C=C(C(=C(C(=O)O)C1)F)O 5-bromo-2-fluoro-3-hydroxybenzoic acid